C(C1=CC=CC=C1)N(C=1C(=C(C=CC1[N+](=O)[O-])C1(CC(C1)(F)F)C(=O)N1CC(C1)(F)F)F)CC1=CC=CC=C1 [1-[3-(dibenzylamino)-2-fluoro-4-nitrophenyl]-3,3-difluorocyclobutyl](3,3-difluoro-azetidin-1-yl)methanone